(5-chloro-2,4-dihydroxyphenyl)(4-methyl-2-phenylpiperazin-1-yl)methanone ClC=1C(=CC(=C(C1)C(=O)N1C(CN(CC1)C)C1=CC=CC=C1)O)O